Ethyl 2-(4-hydroxyphenoxy)propionate OC1=CC=C(OC(C(=O)OCC)C)C=C1